(1S,3aS,6aR)-N-((S)-4-hydroxy-3-oxo-1-((S)-2-oxopyrrolidin-3-yl)butan-2-yl)-2-(1H-indole-2-carbonyl)octahydrocyclopenta[c]pyrrole-1-carboxamide OCC([C@H](C[C@H]1C(NCC1)=O)NC(=O)[C@H]1N(C[C@@H]2[C@H]1CCC2)C(=O)C=2NC1=CC=CC=C1C2)=O